(2R,4R)-1-(3-chloro-2-fluorobenzyl)-4-((4-(1,1-difluoroethyl)-3-fluoro-5-methyl-6-((5-methyl-1H-pyrazol-3-yl)amino)pyridin-2-yl)methyl)-2-methylpiperidine-4-carboxylic acid ClC=1C(=C(CN2[C@@H](C[C@@](CC2)(C(=O)O)CC2=NC(=C(C(=C2F)C(C)(F)F)C)NC2=NNC(=C2)C)C)C=CC1)F